ClC1=C(C=CC(=C1)Cl)C=1CCCC2=C(C1C1=CC=C(C=C1)O[C@@H]1CN(CC1)CCCF)C=CC(=C2)NC(OC(C)(C)C)=O tert-butyl (S)-(8-(2,4-dichlorophenyl)-9-(4-((1-(3-fluoropropyl)pyrrolidin-3-yl)oxy)phenyl)-6,7-dihydro-5H-benzo[7]annulen-3-yl)carbamate